FC(C(C(C(F)(F)F)(F)F)(F)F)(S(=O)(=O)OC1=CC=C(C=C1)[C@H]1[C@H](CCC2=CC(=CC=C12)OC)C1=CC=CC=C1)F 4-((1R,2S)-6-methoxy-2-phenyl-1,2,3,4-tetrahydronaphthalen-1-yl)phenyl 1,1,2,2,3,3,4,4,4-nonafluorobutane-1-sulfonate